ClC1=C(CNCC2=NC=C(C=C2)C(F)(F)F)C(=CC=C1)F (2-chloro-6-fluorobenzyl)-1-(5-(trifluoromethyl)pyridin-2-yl)methylamine